(S)-N-(sec-butyl)-5-(quinolin-6-yl)-7H-pyrrolo[2,3-d]pyrimidin-2-amine [C@H](C)(CC)NC=1N=CC2=C(N1)NC=C2C=2C=C1C=CC=NC1=CC2